5-(5-(3-benzyl-1-((2-fluorophenyl)sulfonyl)pyrrolidin-3-yl)-6-methyl-1H-indazol-1-yl)-1-methylpyridin-2(1H)-one C(C1=CC=CC=C1)C1(CN(CC1)S(=O)(=O)C1=C(C=CC=C1)F)C=1C=C2C=NN(C2=CC1C)C=1C=CC(N(C1)C)=O